1-Butyl-3-methylimidazolium Styrenesulfonate C(=CC1=CC=CC=C1)S(=O)(=O)[O-].C(CCC)N1C=[N+](C=C1)C